18-bromooctadec-1-yne BrCCCCCCCCCCCCCCCCC#C